FCCCN1C[C@H](CC1)OC1=CC=CC=C1 (3S)-1-(3-fluoropropyl)-3-phenoxypyrrolidine